[(7R,9aR)-7-phenyl-1,3,4,6,7,8,9,9a-octahydropyrido[1,2-a]pyrazin-2-yl]-(1-methyl-2,3-dihydroindol-4-yl)methanone C1(=CC=CC=C1)[C@H]1CC[C@H]2N(CCN(C2)C(=O)C2=C3CCN(C3=CC=C2)C)C1